C(C)(C)(C)OC(=O)NCCCOC=1C=C2C(=NN(C2=CC1)C1OCCCC1)C=1C=C(OCC(=O)OC(C)(C)C)C=CC1 tert-butyl 2-[3-[5-[3-(tert-butoxycarbonylamino)propoxy]-1-tetrahydropyran-2-yl-indazol-3-yl]phenoxy]acetate